2-bromo-3,4-dimethyl-6-nitroaniline BrC1=C(N)C(=CC(=C1C)C)[N+](=O)[O-]